C(#N)C(C)(C)C1=CC=2N(C=C1)C(=CN2)C2=CC(=C(C(=O)NCC1CCC1)C(=C2)OC)OC(F)F 4-[7-(1-cyano-1-methyl-ethyl)imidazo[1,2-a]pyridin-3-yl]-N-(cyclobutylmethyl)-2-(difluoromethoxy)-6-methoxy-benzamide